(4-(6-methyl-1,2,4,5-tetrazin-3-yl)phenyl)methanol CC1=NN=C(N=N1)C1=CC=C(C=C1)CO